C(C1=CC=CC=C1)=N[C@H]1CNCCC1 (R)-3-(benzylideneamino)piperidine